C(CCCCCS)S Hexan-1,6-dithiol